CC1=C(C(=C(C=C1C(=O)O)C(=O)O)C)S(=O)(=O)O dimethyl-5-sulfoisophthalic acid